OC[C@H]1O[C@H]([C@@H]([C@H]([C@@H]1O)O)O)OCCC1=CC=C(C=C1)OC (2R,3S,4S,5R,6R)-2-(hydroxymethyl)-6-(4-methoxyphenylethoxy)tetrahydro-2H-pyran-3,4,5-triol